6-bromo-3-ethyl-7-fluoro-2-((R)-1-((R)-6-methyl-1,4-diazepan-1-yl)butyl)quinazolin-4(3H)-one BrC=1C=C2C(N(C(=NC2=CC1F)[C@@H](CCC)N1CCNC[C@H](C1)C)CC)=O